C(CC)OC(CN(C)C)=O.C(CCCCCCCCCCCCCCCCC)(=O)N octadecanamide propyldimethylaminoacetate